FC1=C(C(=CC=C1)OC)/C(=C\C1=CC=CC=C1)/S(=O)(=O)C1=CC=CC=C1 (E)-1-fluoro-3-methoxy-2-(2-phenyl-1-(phenylsulfonyl)vinyl)benzene